N-Palmitoyl-Phenyl-Alanine C(CCCCCCCCCCCCCCC)(=O)N([C@@H](C)C(=O)O)C1=CC=CC=C1